5-bromo-2-carboxypyridin-3-yl 3-[4-(4-chlorothiazol-2-yl)-1H-1,2,3-triazol-1-yl]-3-deoxy-2-O-ethyl-1-thio-alpha-D-galactopyranoside ClC=1N=C(SC1)C=1N=NN(C1)[C@@H]1[C@H]([C@@H](SC=2C(=NC=C(C2)Br)C(=O)O)O[C@@H]([C@@H]1O)CO)OCC